[N+](=O)([O-])C=1N=CN(C1)C1=CCC2C3CC=C4C[C@H](CC[C@@]4(C3CC[C@]12C)C)NC(=O)N1CC=NC=C1 N-((3S,10R,13S)-17-(4-nitro-1H-imidazol-1-yl)-10,13-dimethyl-2,3,4,7,8,9,10,11,12,13,14,15-dodecahydro-1H-cyclopenta[a]phenanthren-3-yl)pyrazine-4-carboxamide